ClC1=CC(=C(N=N1)N1C[C@H](OCC1)CO)C#N 6-chloro-3-[(2S)-2-(hydroxymethyl)morpholin-4-yl]pyridazine-4-carbonitrile